3-(4-nitro-benzenesulfonyl)-4-(4-fluoro-phenyl)-4-vinyl-2-oxazolidinone [N+](=O)([O-])C1=CC=C(C=C1)S(=O)(=O)N1C(OCC1(C=C)C1=CC=C(C=C1)F)=O